5-[3-(dimethylamino)azetidin-1-yl]-7-(2-fluoro-6-methyl-phenyl)isoquinolin-3-amine CN(C1CN(C1)C1=C2C=C(N=CC2=CC(=C1)C1=C(C=CC=C1C)F)N)C